hydroxy-3-[(4-methoxyphenyl)sulfanyl]pyridazine-4-carboxamidine OC=1C(=C(N=NC1)SC1=CC=C(C=C1)OC)C(=N)N